3-(1,3-dioxoisoindolin-2-yl)propanol O=C1N(C(C2=CC=CC=C12)=O)CCCO